C(C)(C)(C)OC(=O)N1C(CNCC1)C1=C(C=NC=C1NCC=1C=C2N=CC=NC2=CC1)Cl (3-chloro-5-((quinoxalin-6-ylmethyl)amino)pyridin-4-yl)piperazine-1-carboxylic acid tert-butyl ester